(4-methylpiperazino)vinylsilane tert-butyl-4-[2-(2,6-dioxopiperidin-3-yl)-1-oxo-3H-isoindol-5-yl]-3,6-dihydro-2H-pyridine-1-carboxylate C(C)(C)(C)OC(=O)N1CCC(=CC1)C=1C=C2CN(C(C2=CC1)=O)C1C(NC(CC1)=O)=O.CN1CCN(CC1)C=C[SiH3]